C(C)OC(=O)C=1C=C(C(=O)NCCC(=O)NC=2SC(=C(N2)C)C(=O)OCC)C=CC1 ethyl 2-(3-(3-(ethoxycarbonyl)benzamido)propanamido)-4-methylthiazole-5-carboxylate